O1CCC(CC1)C1=CC=C2C=C(NC2=C1)C(=O)OC methyl 6-(tetrahydro-2H-pyran-4-yl)-1H-indole-2-carboxylate